ethoxycarbonyllysine C(C)OC(=O)N[C@@H](CCCCN)C(=O)O